FC(OC1=CC=C(C=N1)S(=O)(=O)C(C)(F)C1CCN(CC1)C(=O)OC(C)(C)C)F tert-Butyl 4-(1-((6-(difluoromethoxy)pyridin-3-yl)sulfonyl)-1-fluoroethyl)piperidine-1-carboxylate